pyrazolo[3,4-d]-1,2,3-thiadiazole S1NN=C2C1=CN=N2